(4R)-4-[3-[3-[4-(4-Chloro-2-methyl-sulfonyl-phenyl)phenyl]azetidin-1-yl]-3-oxo-propyl]oxazolidin-2-one ClC1=CC(=C(C=C1)C1=CC=C(C=C1)C1CN(C1)C(CC[C@H]1NC(OC1)=O)=O)S(=O)(=O)C